ONC(C1=CC(=CC=C1)OC)=O N-hydroxy-3-methoxybenzamid